ethyl 2-[6-bromo-4-(difluoromethyl)-7-methyl-indazol-2-yl]-2-(3-thioxo-2,5,6,7-tetrahydropyrrolo[1,2-c]imidazol-1-yl)acetate BrC=1C=C(C2=CN(N=C2C1C)C(C(=O)OCC)C1=C2N(C(N1)=S)CCC2)C(F)F